C(CC)OCN1N=CN=N1 (propoxymethyl)-2H-1,2,3,4-tetrazol